C(CCC)S(=O)(=O)CC(C(CC)=O)=O (n-butylsulfonyl)-2,3-pentanedione